2,5,6-trifluorobenzoic acid FC1=C(C(=O)O)C(=C(C=C1)F)F